Lead methyl iodide CI.[Pb]